COC=1C(=C(C(=C(C1)N(C1=C(C(=C(C(=C1)OC)OC)OC)OC)C1=C(C(=C(C(=C1)OC)OC)OC)OC)OC)OC)OC tri(tetramethyloxyphenyl)amine